6-chloro-4-(3-(1-isopropyl-1H-pyrazol-5-yl)-7,8-dihydro-1,6-naphthyridin-6(5H)-yl)-2-methylquinazoline ClC=1C=C2C(=NC(=NC2=CC1)C)N1CC=2C=C(C=NC2CC1)C1=CC=NN1C(C)C